C(C)S(=O)(=O)C1=CC=C(C=C1)C(C(=O)NC=1SC2=C(N1)C=CC(=C2)OC)OC2=CC=C(C=C2)OC 2-(4-Ethanesulfonyl-phenyl)-N-(6-methoxy-benzothiazol-2-yl)-2-(4-methoxy-phenoxy)-acetamide